CCCCC(CC)COC(=O)/C=C/C1=CC=C(C=C1)OC Octyl-Methoxycinnamate